C(#C)C1=CC(N(C=2N=C(N=CC21)NC2=CC=C(C=C2)N2CCN(CC2)C)CC2COCC2)=O 5-Ethynyl-2-((4-(4-methylpiperazin-1-yl)phenyl)amino)-8-((tetrahydrofuran-3-yl)methyl)pyrido[2,3-d]pyrimidin-7(8H)-one